[N+](=O)([O-])C(C)(C)[C@H]1CCC=CC1=O |r| (±)-6-(2-nitro-2-propyl)-2-cyclohexene-1-one